di(4-fluorophenyl) disulfide FC1=CC=C(C=C1)SSC1=CC=C(C=C1)F